tert-butyl 4-bromo-5-methyl-isoxazole-3-carboxylate BrC=1C(=NOC1C)C(=O)OC(C)(C)C